trans-4-tert-butyl 1-methyl cyclohexane-1,4-dicarboxylate [C@H]1(CC[C@H](CC1)C(=O)OC(C)(C)C)C(=O)OC